C1=CC=CC=2C3=CC=CC=C3N(C12)C1=CC2=C(C=C1)C=1SC3=C(C1S2)C=CC(=C3)N3C2=CC=CC=C2C=2C=CC=CC32 2,7-bis(9H-carbazol-9-yl)-[1]benzothieno[3,2-b][1]benzothiophene